1-methyl-4-(piperidin-4-yl)-1H-1,2,3-triazole-5-carboxylic acid hydrochloride Cl.CN1N=NC(=C1C(=O)O)C1CCNCC1